Methyl 4-[1-[[4-[2-(3-chlorophenoxy)ethyl-methyl-amino]tetrahydropyran-4-carbonyl]amino]cyclopropyl]benzoate ClC=1C=C(OCCN(C2(CCOCC2)C(=O)NC2(CC2)C2=CC=C(C(=O)OC)C=C2)C)C=CC1